N-(3-chloro-5-(methylsulfonyl)phenyl)-4-(4-fluoro-1H-pyrazol-1-yl)thiophene-2-carboxamide ClC=1C=C(C=C(C1)S(=O)(=O)C)NC(=O)C=1SC=C(C1)N1N=CC(=C1)F